(Z)-3-(3-(3-(pentafluorosulfaneyl)-5-(trifluoromethyl)phenyl)-1H-1,2,4-triazol-1-yl)-N'-(thiazol-2-yl)acrylohydrazide FS(C=1C=C(C=C(C1)C(F)(F)F)C1=NN(C=N1)\C=C/C(=O)NNC=1SC=CN1)(F)(F)(F)F